S1C(=CC=C1)C=1N=C2C(C1)=NC(C2=O)=O thienyl-pyrrolopyrroledione